C(CC)(=O)ON(CCN(OC(CC)=O)OC(CC)=O)OC(CC)=O ethylenediamine tetrapropionate